C(C)OC=1N=C2N(C(C1C=1C=NN(C1)CC(C(F)(F)F)(F)F)=O)C=CC(=C2)OC 2-ethoxy-8-methoxy-3-[1-(2,2,3,3,3-pentafluoropropyl)-1H-pyrazol-4-yl]-4H-pyrido[1,2-a]pyrimidin-4-one